N-(3-bromo-2-chlorophenyl)-5-formyl-3-methylpicolinamide BrC=1C(=C(C=CC1)NC(C1=NC=C(C=C1C)C=O)=O)Cl